FC(C1=CC=C(C=C1)[C@]12CCN(C[C@@H]2C1)C(=O)C1CC2(C1)NC(OC2)=O)(F)F (2s,4s)-2-((1r,6s)-6-(4-(trifluoromethyl)phenyl)-3-azabicyclo[4.1.0]heptane-3-carbonyl)-7-oxa-5-azaspiro[3.4]octane-6-one